CN1N=CC(=C1C1=NC(=NC=C1F)N1CCC(CC1)C(=O)N(C)CC=1SC(=C(N1)C)C)C 1-(4-(1,4-dimethyl-1H-pyrazol-5-yl)-5-fluoropyrimidin-2-yl)-N-((4,5-dimethylthiazol-2-yl)methyl)-N-methylpiperidine-4-carboxamide